6-(4-(((3S,4R)-3-hydroxy-4-((5-(trifluoromethyl)pyridin-2-yl)amino)piperidin-1-yl)sulfonyl)phenyl)-8-methoxyphthalazin-1(2H)-one O[C@H]1CN(CC[C@H]1NC1=NC=C(C=C1)C(F)(F)F)S(=O)(=O)C1=CC=C(C=C1)C=1C=C2C=NNC(C2=C(C1)OC)=O